(R)-N-((S)-1'-(6-amino-5-((5-chloro-3-(2-methoxyethyl)-4-oxo-3,4-dihydroquinazolin-6-yl)thio)pyrazin-2-yl)-1,3-dihydrospiro[indene-2,4'-piperidin]-1-yl)-2-methyl-Propane-2-sulfinamide NC1=C(N=CC(=N1)N1CCC2(CC1)[C@@H](C1=CC=CC=C1C2)N[S@](=O)C(C)(C)C)SC=2C(=C1C(N(C=NC1=CC2)CCOC)=O)Cl